methyl N-[(R)-phenyl({[(1s,4s)-4-{[6-chloro-2-(trifluoromethyl)quinolin-4-yl]amino}cyclohexyl]carbamoyl})methyl]carbamate C1(=CC=CC=C1)[C@@H](NC(OC)=O)C(NC1CCC(CC1)NC1=CC(=NC2=CC=C(C=C12)Cl)C(F)(F)F)=O